C(C1=CC=CC=C1)O[C@H]1C(O[C@@H]([C@H]([C@@H]1OCC1=CC=CC=C1)OCC1=CC=CC=C1)COCC1=CC=CC=C1)=O (3R,4S,5R,6R)-3,4,5-tris(benzyloxy)-6-[(benzyloxy)methyl]oxan-2-one